COC=1C=C(C=CC1C)NC(=O)C1CCC(CC1)N1C(NC2=C1C=CC=C2C(=O)N2CC(NCC2)C(F)(F)F)=O N-(3-methoxy-4-methylphenyl)-4-{2-oxo-4-[3-(trifluoromethyl)piperazine-1-carbonyl]-2,3-dihydro-1H-1,3-benzodiazole-1-yl}cyclohexane-1-carboxamide